tert-butyl (6-((S)-1-(((R)-tert-butylsulfinyl)amino)ethyl)-2-chloro-7-phenylthieno[3,2-d]pyrimidin-4-yl)(furan-2-ylmethyl)carbamate C(C)(C)(C)[S@@](=O)N[C@@H](C)C1=C(C=2N=C(N=C(C2S1)N(C(OC(C)(C)C)=O)CC=1OC=CC1)Cl)C1=CC=CC=C1